((3R)-4-amino-3-methyl-1,3-dihydrofuro[3,4-c][1,7]naphthyridin-8-yl)((3S,5R)-3-(3,5-difluorophenyl)-5-methyl-4-morpholinyl)methanone NC1=NC=2C=NC(=CC2C2=C1[C@H](OC2)C)C(=O)N2[C@H](COC[C@H]2C)C2=CC(=CC(=C2)F)F